C(C(=O)[O-])(=O)[O-].[Li+].[Na+] sodium lithium oxalate